3-amino-N-[(3R)-7-[(3R,4R)-3-(fluoromethyl)-4-(methylamino)pyrrolidin-1-yl]-3,4-dihydro-2H-1-benzopyran-3-yl]-6-methylthieno[2,3-b]pyridine-2-carboxamide NC1=C(SC2=NC(=CC=C21)C)C(=O)N[C@H]2COC1=C(C2)C=CC(=C1)N1C[C@H]([C@H](C1)NC)CF